[Cl-].C1(=CC=CC=C1)CS(=O)(=O)NC1=C(OCC[NH+]2CCOCC2)C=CC(=C1)C(=O)N1CCC(CC1)C1=CC=C(C=C1)OC=1N=NC(=CC1)C(F)(F)F 4-(2-(2-((phenylmethyl)sulfonamido)-4-(4-(4-((6-(trifluoromethyl)pyridazin-3-yl)oxy)-phenyl)piperidine-1-carbonyl)phenoxy)ethyl)morpholin-4-ium chloride